6a,7,8,10a-tetrahydrobenzo[c]chromene C1=C2C3C(COC2=CC=C1)CCC=C3